1,2,3,4-butanetetracarboxylic acid tetrakis(2-methylcyclohexylamide) CC1C(CCCC1)NC(=O)CC(C(CC(=O)NC1C(CCCC1)C)C(=O)NC1C(CCCC1)C)C(=O)NC1C(CCCC1)C